3-((5-((4-(3-((2-((1S)-1-((tetrahydro-2H-pyran-2-yl)oxy)ethyl)-1H-imidazol-1-yl)methyl)isoxazol-5-yl)phenyl)ethynyl)pyridin-2-yl)methoxy)propanenitrile O1C(CCCC1)O[C@@H](C)C=1N(C=CN1)CC1=NOC(=C1)C1=CC=C(C=C1)C#CC=1C=CC(=NC1)COCCC#N